C1(CC1)N1N=CC(=C1C=1C(=NC(=CC1)NCC)F)C(=O)N[C@@H]1C(NC2=C(C(=N1)C1=CC=CC=C1)C=CC=C2)=O 1-Cyclopropyl-5-[6-(ethylamino)-2-fluoropyridin-3-yl]-N-[(3S)-2-oxo-5-phenyl-1,3-dihydro-1,4-benzodiazepin-3-yl]pyrazole-4-carboxamide